FC1=C(C=CC(=C1)F)CN1C[C@@H](N(C[C@H]1C)C1=CC(N(C=2C=CC(=NC12)C#N)C)=O)C 8-[(2S,5R)-4-[(2,4-difluorophenyl)methyl]-2,5-dimethylpiperazin-1-yl]-5-methyl-6-oxo-5,6-dihydro-1,5-naphthyridine-2-carbonitrile